N-(5-Cyanopyrimidin-2-yl)-2-(2'-ethyl-7'-oxo-5'H-spiro[cyclopropane-1,4'-thieno[2,3-c]pyridin]-6'(7'H)-yl)acetamide C(#N)C=1C=NC(=NC1)NC(CN1C(C2=C(C3(C1)CC3)C=C(S2)CC)=O)=O